Methyl 5'-methyl-5-(methylamino)-[2,3'-bipyridine]-6'-carboxylate CC=1C=C(C=NC1C(=O)OC)C1=NC=C(C=C1)NC